CN(S(=O)(=O)C1=C(C(=O)O)C=CC(=C1)NCCCCCCCC)C (dimethylsulfamoyl)-4-(octylamino)benzoic acid